COC1=CC=C(C=C1)N1C(N(CC1=O)C1CCC2=CC(=CC=C12)/C=C/C(=O)NOC1OCCCC1)=O (E)-3-(1-(3-(4-methoxyphenyl)-2,4-bisoxoimidazolidin-1-yl)-2,3-dihydro-1H-inden-5-yl)-N-((tetrahydro-2H-pyran-2-yl)oxy)acrylamide